BrC1=CC=C(C=C1)C(\C=C\C1=CC=C(C=C1)OC1OCCCC1)=O (E)-1-(4-Bromophenyl)-3-[4-(oxan-2-yloxy)phenyl]prop-2-en-1-one